FC=1C=C(C=CC1OC1=CC=NC2=CC(=CN=C12)OC)NC(=O)C1=NN(C(=C(C1=O)C1=CC=C(C=C1)F)C)C N-[3-fluoro-4-[(7-methoxy-1,5-naphthyridin-4-yl)oxy]phenyl]-5-(4-fluorophenyl)-1,6-dimethyl-4-oxopyridazine-3-carboxamide